N-cyclohexyl-2-(2-methylphenoxy)-N-thiazol-2-yl-acetamide C1(CCCCC1)N(C(COC1=C(C=CC=C1)C)=O)C=1SC=CN1